indium (III) myristate diacetate C(C)(=O)[O-].C(C)(=O)[O-].C(CCCCCCCCCCCCC)(=O)[O-].[In+3]